4-(piperidin-3-yl)-6,7,8,9-tetrahydro-5H-pyrido[3,4-b]Indole-1-carboxamide N1CC(CCC1)C1=CN=C(C=2NC=3CCCCC3C21)C(=O)N